methyl 2-(2,2,7-trifluoro-3-oxo-6-(perfluorophenyl)-2,3-dihydro-4H-benzo[b][1,4]oxazin-4-yl)propanoate FC1(C(N(C2=C(O1)C=C(C(=C2)C2=C(C(=C(C(=C2F)F)F)F)F)F)C(C(=O)OC)C)=O)F